glycylaspartate NCC(=O)N[C@@H](CC(=O)[O-])C(=O)[O-]